tert-butyl (1-(4-butyl-5-cyano-2-methoxyphenyl)propan-2-yl)carbamate C(CCC)C1=CC(=C(C=C1C#N)CC(C)NC(OC(C)(C)C)=O)OC